FC1=CC=C(C=C1)C1SCC(N1C1=C(C=C(C(=O)OC[C@@H]2[C@H]([C@@H]([C@H](C(O[Si](C)(C)C)O2)O[Si](C)(C)C)O[Si](C)(C)C)O[Si](C)(C)C)C=C1)C)=O 6-O-{4-[2-(4-fluorophenyl)-4-oxo-1,3-thiazolidin-3-yl]-3-methylbenzoyl}-1,2,3,4-tetrakis-O-(trimethylsilyl)-D-glucopyranose